(S)-piperazine-2-carboxylic acid dihydrochloride Cl.Cl.N1[C@@H](CNCC1)C(=O)O